[Ti+4].C(C(=O)O)C.C(C(=O)O)C diisopropanoic acid titanium (IV)